2-(4-chlorophenyl)-4-[[phenoxycarbonyl]oxy]-5-amino-3(2H)-furanone ClC1=CC=C(C=C1)C1OC(=C(C1=O)OC(=O)OC1=CC=CC=C1)N